C(C1=CC=CC=C1)N1CC(C(CC1)N(C(OC(C)(C)C)=O)C)(F)F tert-butyl N-(1-benzyl-3,3-difluoro-4-piperidinyl)-N-methyl-carbamate